NC=1C2=C(N=CN1)N(C=C2C2=CC(=C(C=C2)OC(=O)N2CC1(CC1)CC2)F)C 4-(4-amino-7-methyl-7H-pyrrolo[2,3-d]pyrimidin-5-yl)-2-fluorophenyl-5-azaspiro[2.4]heptane-5-carboxylate